N[C@H](C(=O)Cl)C (2S)-2-aminopropionic acid, chloride